4-((8-chloro-1,7-naphthyridin-2-yl)amino)bicyclo[2.2.2]octane ClC=1N=CC=C2C=CC(=NC12)NC12CCC(CC1)CC2